C(C)(C)(C)OC(=O)N1[C@@H](CCC1)C1=C2CCN(CC2=CC(=C1)C=1C=C2C(=NC1)N(C=C2C)C(=O)OC(C)(C)C)C(C2=CC(=NC(=C2)C)C)=O tert-butyl (S)-5-(5-(1-(tert-butoxycarbonyl)pyrrolidin-2-yl)-2-(2,6-dimethylisonicotinoyl)-1,2,3,4-tetrahydroisoquinolin-7-yl)-3-methyl-1H-pyrrolo[2,3-b]pyridine-1-carboxylate